C1(CCCC1)NC1=NC(=NC=C1C=CC(=O)OCC)SC Ethyl 3-(4-(Cyclopentylamino)-2-(methylthio)pyrimidin-5-yl)acrylate